NN1C(=C(C(=C1)C1=C(C(=CC=C1)OC)C)C1=NC=CC=C1)C(=O)OCC Ethyl 1-amino-4-(3-methoxy-2-methylphenyl)-3-(pyridin-2-yl)-1H-pyrrole-2-carboxylate